iodonicotinamide IC1=C(C(=O)N)C=CC=N1